8-[4-Methoxycarbonyl-3-(3-oxa-8-azabicyclo[3.2.1]oct-8-yl)phenyl]-2,4-dihydro-1,3-benzoxazine-3-carboxylic acid tert-butyl ester C(C)(C)(C)OC(=O)N1COC2=C(C1)C=CC=C2C2=CC(=C(C=C2)C(=O)OC)N2C1COCC2CC1